2-Amino-7-fluoro-4-(5-fluoro-3-(4-(methyl-d3)octahydro-1H-pyrrolo[3,2-b]pyridin-1-yl)-7,9-dihydrofuro[3,4-f]quinazolin-6-yl)thieno[3,2-c]pyridine-3-carbonitrile NC1=C(C=2C(=NC=C(C2S1)F)C=1C2=C(C=3C=NC(=NC3C1F)N1CCC3N(CCCC31)C([2H])([2H])[2H])COC2)C#N